CC(C(=O)OCI)(C)C iodomethyl 2,2-dimethylpropionate